(2-{3-[3-(trimethylsilyl)propyl]tetrahydropyrimidin-yl}ethyl)dimethylamine C[Si](CCCN1C(NCCC1)CCN(C)C)(C)C